Cl.ClCC=1C=NC=C(C1)C=1C=NN(C1)C 3-(chloromethyl)-5-(1-methyl-1H-pyrazol-4-yl)pyridine hydrochloride